(R)-2-((tert-butoxycarbonyl)amino)propanoic acid C(C)(C)(C)OC(=O)N[C@@H](C(=O)O)C